NC=1C(NC2=C3C=CN=C(C3=C(C=C2C1C1=C2C=NNC2=C(C=C1)F)Br)C)=O 3-amino-6-bromo-4-(7-fluoro-1H-indazol-4-yl)-7-methyl-1H-1,8-phenanthrolin-2-one